1,4-diaminoimidazole NN1C=NC(=C1)N